Cl.Cl.ClC=1C(=NC2=CC=C(C=C2C1)N1CC(CC1)CN)N1CCNCC1 [1-(3-chloro-2-piperazin-1-yl-6-quinolyl)pyrrolidin-3-yl]methanamine dihydrochloride